C(C)C(CC=1C(=NC=CC1)CN)CCCC 2-ethylhexyl-aminomethylpyridine